4-oxo-1,4-dihydroquinoline-3-carboxylic acid hydrochloride Cl.O=C1C(=CNC2=CC=CC=C12)C(=O)O